CN1N=C(C2=CC=CC(=C12)OC1CCN(CC1)C(=O)C=1N=COC1)C1C(NC(CC1)=O)=O 3-(1-methyl-7-((1-(oxazole-4-carbonyl)piperidin-4-yl)oxy)-1H-indazol-3-yl)-piperidine-2,6-dione